C(C(C)C)N1CCCC2=CC=C(C=C12)N 1-isobutyl-7-amino-1,2,3,4-tetrahydroquinoline